ClC(=O)C1CCC(CC1)C(=O)OCC1=CC=CC=C1 benzyl 4-(chlorocarbonyl)cyclohexanecarboxylate